C1CC1S(=O)(=O)NC=1C=NC2=CC(=CC(=C2C1)F)C1=CC=CC=C1 3-(3-cyclopropylsulfonylamino)-5-fluoro-7-phenylquinoline